2-(1-ethyl-4-oxo-benzo[4,5]thieno[2,3-d]pyridazin-3(4H)-yl)acetic acid C(C)C=1C2=C(C(N(N1)CC(=O)O)=O)SC1=C2C=CC=C1